(azidomethyl)-2-methylthiophene N(=[N+]=[N-])CC1=C(SC=C1)C